tert-butyl 2-[[2,5-difluoro-4-[6-[[2-fluoro-4-[1-[2-[2-(2-methoxyethoxy)ethoxy]ethyl]pyrazol-4-yl]phenyl]methoxy]-2-pyridyl]phenyl]methyl]-3-(2-methoxyethyl)benzimidazole-5-carboxylate FC1=C(C=C(C(=C1)C1=NC(=CC=C1)OCC1=C(C=C(C=C1)C=1C=NN(C1)CCOCCOCCOC)F)F)CC=1N(C2=C(N1)C=CC(=C2)C(=O)OC(C)(C)C)CCOC